4-(6-((3-methyltetrahydrofuran-3-yl)carbamoyl)pyridin-3-yl)piperazine-1-carboxylic acid tert-butyl ester C(C)(C)(C)OC(=O)N1CCN(CC1)C=1C=NC(=CC1)C(NC1(COCC1)C)=O